FC=1C=C(C=C(C1)F)C1=NO[C@](C1)(C(=O)N[C@@H]1C=C[C@@H](C1)C(=O)O)C=C (1R,4S)-4-[[(5S)-3-(3,5-difluorophenyl)-5-vinyl-4H-isoxazole-5-carbonyl]amino]cyclopent-2-ene-1-carboxylic acid